ClC1=CC(=C(C=C1)N1CCC(CC1)C1=NN(C(=N1)C1=C(C=CC(=C1)S(=O)(=O)N(C)C)S(=O)(=O)N)C)F (3-(1-(4-chloro-2-fluorophenyl)piperidin-4-yl)-1-methyl-1H-1,2,4-triazol-5-yl)-N4,N4-dimethylbenzene-1,4-disulfonamide